N[C@H](CC(=O)O)CC1=CC=C(C=C1)Cl (S)-3-amino-4-(4-chlorophenyl)-butyric acid